C(C)(C)(C)OP(=O)(OC(C)(C)C)OCOC(=O)NCC(=O)[O-] (((di-tert-butoxyphosphoryl)oxy)methoxycarbonyl)glycinate